(2R)-1-(8-azabicyclo[3.2.1]octan-8-yl)-2-((1-chloro-4-(2-chloro-4-fluorophenyl)isoquinolin-7-yl)oxy)propan-1-one C12CCCC(CC1)N2C([C@@H](C)OC2=CC=C1C(=CN=C(C1=C2)Cl)C2=C(C=C(C=C2)F)Cl)=O